(-)-phenylstatine C1(=CC=CC=C1)N[C@@H](CC(C)C)[C@@H](O)CC(O)=O